butane-2,3-diimine palladium [Pd].CC(C(C)=N)=N